1-(5-fluoro-2-((4-methoxybenzyl)(methyl)amino)phenyl)ethan-1-one FC=1C=CC(=C(C1)C(C)=O)N(C)CC1=CC=C(C=C1)OC